(R)-2-hydroxy-N-((1S,3R)-3-hydroxycyclopentyl)-2-phenylacetamide O[C@@H](C(=O)N[C@@H]1C[C@@H](CC1)O)C1=CC=CC=C1